ClC=1C=NN(C(C1)=O)[C@@H](C(=O)OC)C methyl (R)-2-(4-chloro-6-oxopyridazin-1(6H)-yl)propanoate